NC(C(=O)NC[C@H]1CN(CCC1)C1=NC(=C(C(=C1C#N)CC)C#N)SC(C(=O)N)C1=CC=CC=C1)(C)C 2-amino-N-(((3S)-1-(6-((2-amino-2-oxo-1-phenylethyl)thio)-3,5-dicyano-4-ethylpyridin-2-yl)piperidin-3-yl)methyl)-2-methylpropanamide